coumarin-n-octadecanethiol C(CCCCCCCCCCCCCCCCC)S.O1C(=O)C=CC2=CC=CC=C12